(3,4-3H)glutamate N[C@@H](C(C(C(=O)[O-])[3H])[3H])C(=O)[O-]